N-((5-(5-(difluoromethyl)-1,3,4-oxadiazol-2-yl)pyridin-2-yl)methyl)-3-fluoro-1-isopropyl-N-phenylazetidine-3-carboxamide FC(C1=NN=C(O1)C=1C=CC(=NC1)CN(C(=O)C1(CN(C1)C(C)C)F)C1=CC=CC=C1)F